1-[3-chloro-5-(trifluoromethyl)-2-pyridyl]-1,3-dimethyl-3-[(1S)-1-(2-pyrimidin-2-yl-1,2,4-triazol-3-yl)ethyl]urea ClC=1C(=NC=C(C1)C(F)(F)F)N(C(=O)N([C@@H](C)C=1N(N=CN1)C1=NC=CC=N1)C)C